S(C=1SC2=C(N1)C=CC=C2)C=2SC1=C(N2)C=CC=C1 2,2'-thiodibenzothiazole